C1=C2C3=C(NC(C2=CC=N1)=O)C1=C(N3)C=CN=C1 6,11-dihydro-5H-pyrido[3',4':4,5]pyrrolo[3,2-c][2,6]naphthyridin-5-one